5-(1,1,3,3-tetramethylbutyl)[1,1-biphenyl] CC(CC(C)(C)C)(C)C=1C=CC=C(C1)C1=CC=CC=C1